1-((5-(3-ethyl-4-fluorophenyl)-1,2,4-oxadiazol-3-yl)methyl)-N-(3-(trifluoromethyl)phenyl)piperidine-4-carboxamide C(C)C=1C=C(C=CC1F)C1=NC(=NO1)CN1CCC(CC1)C(=O)NC1=CC(=CC=C1)C(F)(F)F